FC1=C(C(=C(C(=C1C=C)F)F)P(O)(=O)O)F tetrafluorostyrene-4-phosphonic acid